C(C)OC(=O)C=1NC2=CC=C(C=C2C1)NC(C1=C(C=CC(=C1)CNC(C(C)C)=O)Cl)=O 5-(2-chloro-5-(isobutyrylaminomethyl)benzoylamino)-1H-indole-2-carboxylic acid ethyl ester